N-[5-(2-methoxy-3-methyl-phenyl)pyrazolo[1,5-a]pyridin-2-yl]cyclopropanecarboxamide COC1=C(C=CC=C1C)C1=CC=2N(C=C1)N=C(C2)NC(=O)C2CC2